O=C(CCC(=O)OCC)C1=CC=2C3=CN(N=C3C=CC2S1)COCC[Si](C)(C)C Ethyl 4-oxo-4-(2-((2-(trimethylsilyl)ethoxy)methyl)-2H-thieno[3,2-e]indazol-7-yl)butanoate